CC1=NSC(=C1)C(=O)OC1CN(C1)C=1N=C(C2=C(N1)CC[S+]2[O-])N(C2CCOCC2)C [1-[4-[methyl(tetrahydropyran-4-yl)amino]-5-oxido-6,7-dihydro-thieno[3,2-d]pyrimidin-5-ium-2-yl]azetidin-3-yl] 3-methylisothiazole-5-carboxylate